C1(CC1)N1C(C(=CC=C1)C(=O)NC=1C(=CC=2N(C1)C=C(N2)C2OCCOC2)OC)=O 1-cyclopropyl-N-[2-(1,4-dioxan-2-yl)-7-methoxy-imidazo[1,2-a]pyridin-6-yl]-2-oxo-pyridine-3-carboxamide